ClC=1C=C(C=CC1Cl)[C@@H]1CC[C@H](CC1)OC=1N=NNC1C(=O)O 4-(((trans)-4-(3,4-dichlorophenyl)cyclohexyl)oxy)-1H-1,2,3-triazole-5-carboxylic acid